FC=1C=C(COC2=C(C=C(C=C2)NC(C=C)=O)OC)C=CC1 N-(4-((3-fluorobenzyl)oxy)-3-methoxyphenyl)acrylamide